(5S)-5-isopropyl-1-(2-{[4-(4-methylpiperazin-1-yl)phenyl]amino}-5-[2-(triisopropylsilyl)ethynyl]pyrido[2,3-d]pyrimidin-7-yl)imidazolidin-2-one C(C)(C)[C@H]1CNC(N1C=1C=C(C2=C(N=C(N=C2)NC2=CC=C(C=C2)N2CCN(CC2)C)N1)C#C[Si](C(C)C)(C(C)C)C(C)C)=O